6-(2,5-Dioxo-2,5-dihydro-pyrrol-1-yl)-hexanoic acid {[5-hydroxymethyl-2-(4-nitro-benzyloxy)-phenylcarbamoyl]-methyl}amide OCC=1C=CC(=C(C1)NC(=O)CNC(CCCCCN1C(C=CC1=O)=O)=O)OCC1=CC=C(C=C1)[N+](=O)[O-]